BrC=1C(=CC(=NC1)Cl)NC(=O)[C@@H]1[C@H](C1)C1=NC=CC(=N1)C |r| rac-(1S*,2S*)-N-(5-bromo-2-chloropyridin-4-yl)-2-(4-methylpyrimidin-2-yl)cyclopropane-1-carboxamide